BrC1=C2CCC(C2=CC(=C1)F)N1N=CC=C1 1-(4-bromo-6-fluoro-2,3-dihydro-1H-inden-1-yl)-1H-pyrazole